C(CC(O)(C(=O)O)CC(=O)O)(=O)O.N1C[C@H](CC1)/C=C/C=1C=NC=NC1 (R)-5-((E)-2-pyrrolidin-3-ylvinyl)pyrimidine monocitrate salt